COCCCCCNC1=NC(=NC=C1C(=O)N)NC=1C=NN(C1)C 4-[(5-methoxypentyl)amino]-2-[(1-methyl-1H-pyrazol-4-yl)amino]pyrimidine-5-carboxamide